N-((6-(4-fluorophenyl)-2-(2H-tetrazol-5-yl)pyridin-3-yl)methyl)acrylamide FC1=CC=C(C=C1)C1=CC=C(C(=N1)C=1N=NNN1)CNC(C=C)=O